7-chloro-4-methylbenzo[d]thiazol-2-amine ClC1=CC=C(C=2N=C(SC21)N)C